5-chloro-2-(7-methyl-2,3,4,4a,5,6,8,8a-octahydro-1,7-naphthyridin-1-yl)oxazolo[4,5-b]pyridine ClC1=CC=C2C(=N1)N=C(O2)N2CCCC1CCN(CC21)C